C(C=C)(=O)N1CC(C1)(OC)CN1CCC(CC1)N1N=CC(=C1C)C=1C=C(C=2N(C1)N=CC2C#N)OC 6-(1-(1-((1-acryloyl-3-methoxyazetidin-3-yl)methyl)piperidin-4-yl)-5-methyl-1H-pyrazol-4-yl)-4-methoxypyrazolo[1,5-a]pyridine-3-carbonitrile